N-(5-(4-((((cis)-1,4-dimethylpyrrolidin-3-yl)oxy)methyl)-1-methyl-1H-pyrazol-5-yl)pyrazolo[1,5-a]pyridin-2-yl)cyclopropanecarboxamide CN1C[C@H]([C@H](C1)C)OCC=1C=NN(C1C1=CC=2N(C=C1)N=C(C2)NC(=O)C2CC2)C